5-(4-(4-(2-aminopyrimidin-5-yl)-6-morpholino-1,3,5-triazin-2-yl)piperazin-1-yl)-N-hydroxypentanamide NC1=NC=C(C=N1)C1=NC(=NC(=N1)N1CCOCC1)N1CCN(CC1)CCCCC(=O)NO